(S)-1-azido-28-carboxy-25,30-dioxo-3,6,9,12,15,18,21-heptaoxa-24,29-diazaheptatetracontan-47-oic acid N(=[N+]=[N-])CCOCCOCCOCCOCCOCCOCCOCCNC(CC[C@H](NC(CCCCCCCCCCCCCCCCC(=O)O)=O)C(=O)O)=O